N-(4-(4-benzylpiperazin-1-yl)quinolin-3-yl)-tetrahydrofuran-2-carboxamide C(C1=CC=CC=C1)N1CCN(CC1)C1=C(C=NC2=CC=CC=C12)NC(=O)C1OCCC1